N,N-dimethyl-4-((7-nitro-4-oxo-4H-chromen-8-yl)oxy)benzamide CN(C(C1=CC=C(C=C1)OC=1C(=CC=C2C(C=COC12)=O)[N+](=O)[O-])=O)C